2-Methyl-L-leucine hydrochloride Cl.C[C@](N)(CC(C)C)C(=O)O